ethyl 5-chloro-9,12-diazatetracyclo(10.2.1.02,10.03,8)pentadeca-2(10),3,5,7-tetraene-11-carboxylate ClC=1C=C2C=3C4CCN(C(C3NC2=CC1)C(=O)OCC)C4